FC=1C=C2C(=NC=3N(C2=CC1F)C=NN3)N3CCCC1=CC=C(C=C31)F 7,8-difluoro-5-(7-fluoro-3,4-dihydro-quinolin-1(2H)-yl)-[1,2,4]triazolo[4,3-a]quinazoline